N-hydroxy-5-[(morpholin-4-yl)carbonyl]thiophene-2-sulfonamide ONS(=O)(=O)C=1SC(=CC1)C(=O)N1CCOCC1